(3aS,4S,6aR)-dibenzyl-biotin C(C1=CC=CC=C1)N1C(N([C@H]2CS[C@@H](CCCCC(O)=O)[C@@H]12)CC1=CC=CC=C1)=O